3-methoxy-N-methyl-4-{[3-(4-{[(1R,4R)-4-(4-methoxypiperidin-1-yl)cyclohexyl]amino}-1-(2,2,2-trifluoroethyl)-1H-indol-2-yl)prop-2-yn-1-yl]amino}benzamide COC=1C=C(C(=O)NC)C=CC1NCC#CC=1N(C2=CC=CC(=C2C1)NC1CCC(CC1)N1CCC(CC1)OC)CC(F)(F)F